N(=[N+]=[N-])CCNC(=O)[C@@H](CCC(=O)OC(C)(C)C)NC(=O)OCC1C2=CC=CC=C2C=2C=CC=CC12 Tert-Butyl (4R)-4-[(2-azidoethyl)carbamoyl]-4-{[(9H-fluoren-9-ylmethoxy)carbonyl]amino}butanoate